1-(3-((5-(difluoromethyl)-2-((3-methyl-1-(8-methyl-8-azabicyclo[3.2.1]octan-3-yl)-1H-pyrazol-4-yl)amino)pyrimidin-4-yl)amino)propyl)pyrrolidin-2-one FC(C=1C(=NC(=NC1)NC=1C(=NN(C1)C1CC2CCC(C1)N2C)C)NCCCN2C(CCC2)=O)F